tetradecyl-diaminobutyryl-valyl-diaminobutyric acid C(CCCCCCCCCCCCC)N([C@@H](C(C)C)C(=O)C(C(C(=O)O)(N)N)C)C(CCC(N)N)=O